C(C)(C)(C)C=1C=C(C=C(C1O)C(C)(C)C)CCC(=O)NC(CCCCC)NC(CCC1=CC(=C(C(=C1)C(C)(C)C)O)C(C)(C)C)=O N,N'-bis-[3-(3,5-di-t-butyl-4-hydroxyphenyl)propionyl]hexanediamine